O=C1C(=CC(=CN1C1=CC=CC=C1)C1=NC=CC=C1)C1=C(C(=O)O)C=CC=C1 2-(6'-oxo-1'-phenyl-1',6'-dihydro-[2,3'-bipyridyl]-5'-yl)benzoic acid